COC1=NC=C(C(=O)[O-])C=C1 6-methoxynicotinate